ethyl 4-(2,2-difluoropropionyl)-3-methoxybenzoate FC(C(=O)C1=C(C=C(C(=O)OCC)C=C1)OC)(C)F